(3R)-3-((benzyloxy)methyl)-3-(4-fluorophenethyl)-1-(2-(4-(methylsulfonyl)phenyl)butan-2-yl)pyrrolidine C(C1=CC=CC=C1)OC[C@]1(CN(CC1)C(C)(CC)C1=CC=C(C=C1)S(=O)(=O)C)CCC1=CC=C(C=C1)F